1-(3-fluorotetrahydro-2H-pyran-4-yl)-3-methyl-N-(7-methyl-[1,2,4]triazolo[1,5-a]pyridin-6-yl)-1H-pyrazolo[3,4-d]pyrimidin-6-amine FC1COCCC1N1N=C(C=2C1=NC(=NC2)NC=2C(=CC=1N(C2)N=CN1)C)C